CC(CN=C=O)CCCN=C=O 2-methyl-1,5-diisocyanatopentane